6-(3-Methoxy-3-methylbut-1-yn-1-yl)-N2,N4-bis((R)-1,1,1-trifluoroprop-2-yl)-1,3,5-triazine-2,4-diamine COC(C#CC1=NC(=NC(=N1)N[C@@H](C(F)(F)F)C)N[C@@H](C(F)(F)F)C)(C)C